Methyl 3-((1-methylethyl)sulfonamido)benzoate CC(C)S(=O)(=O)NC=1C=C(C(=O)OC)C=CC1